Ethyl (3-(4-(cyclopropyl(6-methoxypyridin-3-yl)methoxy)-3-methoxybenzyl)-6-(1-methyl-1H-pyrazol-4-yl)-3H-imidazo[4,5-b]pyridin-2-yl)carbamate C1(CC1)C(OC1=C(C=C(CN2C(=NC=3C2=NC=C(C3)C=3C=NN(C3)C)NC(OCC)=O)C=C1)OC)C=1C=NC(=CC1)OC